1-cyano-N-(3-(4-methoxyphenyl)isoxazol-5-yl)pyrrolidine-3-carboxamide C(#N)N1CC(CC1)C(=O)NC1=CC(=NO1)C1=CC=C(C=C1)OC